N-(1-(3-chlorophenyl)-2-hydroxyethyl)-1-(5-methyl-2-((2-oxoindolin-5-yl)amino)pyrimidin-4-yl)-1H-pyrrole-3-carboxamide ClC=1C=C(C=CC1)C(CO)NC(=O)C1=CN(C=C1)C1=NC(=NC=C1C)NC=1C=C2CC(NC2=CC1)=O